C(C(O)C)(=O)OC(C)C(C)O 2,3-butanedioL lactate